O(F)F.[Li] Lithium oxyfluoride